COC1=CC=C(C=C1)N1CCC(CC1)C(CC)NC(=O)N=[N+]=[N-] (1-(1-(4-methoxyphenyl)piperidin-4-yl)propyl)carbamoyl azide